((2R,3S,5R)-5-(4-amino-2-chloro-7H-pyrrolo[2,3-d]pyrimidin-7-yl)-2-ethynyl-3-hydroxytetrahydrofuran-2-yl)methyl phenyl carbonate C(OC[C@]1(O[C@H](C[C@@H]1O)N1C=CC2=C1N=C(N=C2N)Cl)C#C)(OC2=CC=CC=C2)=O